Dimethyldivinyldiphenyldisiloxane C[Si](O[Si](C1=CC=CC=C1)(C1=CC=CC=C1)C=C)(C=C)C